2-((9Z,12Z)-octadeca-9,12-dienamido)-N-((9Z,12Z)-octadeca-9,12-dienoyl)-N-octadecyl-4,5,6,7-tetrahydrothieno[2,3-c]pyridine-3-carboxamide C(CCCCCCC\C=C/C\C=C/CCCCC)(=O)NC1=C(C2=C(CNCC2)S1)C(=O)N(CCCCCCCCCCCCCCCCCC)C(CCCCCCC\C=C/C\C=C/CCCCC)=O